1-phenyloctadecan-1-one C1(=CC=CC=C1)C(CCCCCCCCCCCCCCCCC)=O